C(C=C)(=O)C1=C(C(=C(C(C(=O)O)=C1)C(=O)O)CCO)CC acryloylethyl-2-hydroxyethylphthalic acid